FC(C(=O)O)(F)F.CC1=CC=C(C(=N1)C(F)(F)F)C=1C=C2CNCC2=CC1 5-(6-methyl-2-(trifluoromethyl)pyridin-3-yl)isoindoline trifluoroacetic Acid Salt